[Si](C)(C)(C(C)(C)C)OCCN1N=C(C(=C1)C1=NC=NC2=CC(=C(C=C12)C=1C(=C(C(=O)N)C=CC1)F)OC)C1=CC=CC=C1 (4-(1-(2-((tert-butyldimethylsilyl)oxy)ethyl)-3-phenyl-1H-pyrazol-4-yl)-7-methoxyquinazolin-6-yl)-2-fluorobenzamide